BrCCCCC(=O)OCCCCCCCCCCCCC tridecyl 5-bromovalerate